6-chloro-3,4-dihydro-4-methyl-3-oxo-N-(3-quinuclidinyl)-2H-1,4-benzoxazine-8-carboxamide ClC=1C=C(C2=C(N(C(CO2)=O)C)C1)C(=O)NC1CN2CCC1CC2